COC=1C=C(C(=O)N2CCC=3C2=CN=CC3N3CCN(CC3)C#N)C=CC1 4-(1-(3-methoxybenzoyl)-2,3-dihydro-1H-pyrrolo[2,3-c]pyridin-4-yl)-1-cyanopiperazine